tert-Butyl (2S)-2-({(1S)-1-cyano-2-[4-(3,7-dimethyl-2-oxo-2,3-dihydro-1,3-benzoxazol-5-yl)phenyl]ethyl}carbamoyl)-1,4-oxazepane-4-carboxylate C(#N)[C@H](CC1=CC=C(C=C1)C=1C=C(C2=C(N(C(O2)=O)C)C1)C)NC(=O)[C@H]1OCCCN(C1)C(=O)OC(C)(C)C